ClC1=CC2=C(SC(=C2)CN2CCCC23CCN(CC3)C(=O)N3N=C(C=C3)NC(C)=O)C=C1 N-(1-(1-((5-Chlorobenzo[b]thiophen-2-yl)methyl)-1,8-diazaspiro[4.5]decane-8-carbonyl)-1H-pyrazol-3-yl)acetamide